(2R,6S)-2-((difluoromethoxy)methyl)-6-methylmorpholine FC(OC[C@H]1CNC[C@@H](O1)C)F